C(C1=CC=CC=C1)NC(N(C1=CC=C(C=C1)C1=CN(C(C=C1)=O)C)[C@@H]1CC[C@H](CC1)NC1=NC=C(C(=N1)C=1C=NC=NC1)C#N)=O 3-benzyl-1-(trans-4-((5-cyano-4,5'-bipyrimidin-2-yl)amino)cyclohexyl)-1-(4-(1-methyl-6-oxo-1,6-dihydropyridin-3-yl)phenyl)urea